methyl (S,E)-(7-(dimethylamino)-1,7-dioxo-1-((2-oxo-1-((4-(3,3,3-trifluoropropyl)-1H-benzo[d]imidazol-2-yl)methyl)-1,2-dihydropyridin-3-yl)amino)hept-5-en-2-yl)carbamate CN(C(/C=C/CC[C@@H](C(NC=1C(N(C=CC1)CC1=NC2=C(N1)C=CC=C2CCC(F)(F)F)=O)=O)NC(OC)=O)=O)C